CN1N=CC(=C1)NCC 1-methyl-4-ethylaminopyrazole